FC=1C(=CC(=C(C(=O)NC2=C3C=CC(=NC3=CC=C2)C)C1)O[C@H](C(F)(F)F)C)N1N=C2N(CCCC2)C1=O 5-fluoro-N-(2-methylquinolin-5-yl)-4-(3-oxo-5,6,7,8-tetrahydro[1,2,4]triazolo[4,3-a]pyridin-2(3H)-yl)-2-{[(2S)-1,1,1-trifluoropropan-2-yl]oxy}benzamide